C/C(=C\CCCC\C=C/CC)/C1=CC2=CC=CC=C2C=C1 2-((2E,8Z)-undeca-2,8-dien-2-yl)naphthalene